[Na+].C1(=CC(=C2C=CC=3C(=CC(=C4C=CC1=C2C34)S(=O)(=O)[O-])S(=O)(=O)[O-])S(=O)(=O)[O-])S(=O)(=O)[O-].[Na+].[Na+].[Na+] 1,3,6,8-Pyrenetetrasulfonic acid sodium salt